OC1(CC1)CNC(=O)C=1N(C=C2N(C(N(C(C21)=O)C)=O)CC(C)C)CC2=CC=CC1=CC=CC=C21 N-((1-Hydroxycyclopropyl)methyl)-1-isobutyl-3-methyl-6-(naphthalen-1-ylmethyl)-2,4-dioxo-2,3,4,6-tetrahydro-1H-pyrrolo[3,4-d]Pyrimidine-5-carboxamide